(R)-1-(2-fluoropyridin-3-yl)ethyl (1-methyl-4-(6-methyl-5-(methylsulfonamido) pyridin-2-yl)-1H-1,2,3-triazol-5-yl)carbamate CN1N=NC(=C1NC(O[C@H](C)C=1C(=NC=CC1)F)=O)C1=NC(=C(C=C1)NS(=O)(=O)C)C